[Br-].OC1=CC=C2C(C(=COC2=C1OC)C1=CC=C(C=C1)CCCC[P+](C1=CC=CC=C1)(C1=CC=CC=C1)C1=CC=CC=C1)=O (4-(4-(7-hydroxy-8-methoxy-4-oxo-4H-chromen-3-yl)phenyl)butyl)triphenylphosphonium bromide